O=C(C=C)N1CCCCC1 1-(1-oxo-2-propenyl)-piperidine